(4-methoxycarbonyl-2-trimethylsilyl-phenyl)-phenyl-iodonium trifluoromethanesulfonate FC(S(=O)(=O)[O-])(F)F.COC(=O)C1=CC(=C(C=C1)[I+]C1=CC=CC=C1)[Si](C)(C)C